N-ethyl-4-formyl-5-hydroxybenzo[b]Thiophene-2-carboxamide C(C)NC(=O)C1=CC2=C(S1)C=CC(=C2C=O)O